(6S)-3,6,10-trimethyl-2-phenyl-undecane-1,9-diene CC(C(=C)C1=CC=CC=C1)CC[C@H](CCC=C(C)C)C